FC=1C=NC=CC1N1CCC(CC1)NC=1C2=CC(=C(C=C2N=C2CCCCC12)OCCCN1CCCC1)OC N-[1-(3-fluoropyridin-4-yl)piperidin-4-yl]-7-methoxy-6-[3-(pyrrolidin-1-yl)propoxy]-1,2,3,4-tetrahydroacridin-9-amine